C1(=CC=CC2=CC=CC=C12)C1(OC(=C(C1=O)O)N)C 2-(1-naphthyl)-2-methyl-4-hydroxy-5-amino-3(2H)-furanone